2-bromothieno[2,3-d]pyridazin-7(6H)-one BrC1=CC2=C(C(NN=C2)=O)S1